tert-butyl (R)-3-(4-cyclopropyl-3-(2-(methoxymethoxy)-4-(trifluoromethyl)phenyl)-5,6-dihydro-7H-pyrrolo[2,3-c]pyridazin-7-yl)piperidine-1-carboxylate C1(CC1)C=1C2=C(N=NC1C1=C(C=C(C=C1)C(F)(F)F)OCOC)N(CC2)[C@H]2CN(CCC2)C(=O)OC(C)(C)C